C(C)(C)(C)N1N=CC(=C1)C(=O)NCC1=C(C=C(C=C1)C1=NC(=NC=C1)Cl)C(F)(F)F 1-(tert-butyl)-N-(4-(2-chloropyrimidin-4-yl)-2-(trifluoromethyl)benzyl)-1H-pyrazole-4-carboxamide